2,7-di-t-butylanthracene C(C)(C)(C)C1=CC2=CC3=CC(=CC=C3C=C2C=C1)C(C)(C)C